1-(2-Chloro-5-(4-((1-(2,5-dimethoxy-4-(2-methyl-1-oxo-1,2-dihydro-2,7-naphthyridin-4-yl)phenethyl)piperidin-4-yl)oxy)piperidine-1-carbonyl)phenyl)dihydropyrimidine-2,4(1H,3H)-dione ClC1=C(C=C(C=C1)C(=O)N1CCC(CC1)OC1CCN(CC1)CCC1=C(C=C(C(=C1)OC)C1=CN(C(C2=CN=CC=C12)=O)C)OC)N1C(NC(CC1)=O)=O